5-(2-chloro-5-(isobutyrylaminomethyl)benzoylamino)-N-(3-chloro-5-fluorophenyl)-1-propyl-1H-indole-2-carboxamide ClC1=C(C(=O)NC=2C=C3C=C(N(C3=CC2)CCC)C(=O)NC2=CC(=CC(=C2)F)Cl)C=C(C=C1)CNC(C(C)C)=O